FC(CNC(=O)C1=CC(=NN1[C@@H](C)C1=CC=CC=C1)C(=O)NC)F (S)-N5-(2,2-difluoroethyl)-N3-methyl-1-(1-phenylethyl)-1H-pyrazole-3,5-dicarboxamide